methyl 2-methyl-3-oxo-1,2,3,4-tetrahydroquinoxaline-6-carboxylate CC1NC2=CC=C(C=C2NC1=O)C(=O)OC